COC(C1=C(CC(C(=O)OC)=C(C1)NC1=CC=CC=C1)NC1=CC=CC=C1)=O 2,5-diphenylamino-3,6-dihydroterephthalic acid dimethyl ester